5-(PHENYLETHYNYL)FURAN-2-CARBOTHIOATE C1(=CC=CC=C1)C#CC1=CC=C(O1)C([O-])=S